COC(=O)C=1C(=CC=CC1)C1=CC(=CC(=C1)CC1=NC=CN=C1)C=1C(=CC=CC1)C(=O)OC 5'-(pyrazin-2-ylmethyl)-[1,1':3',1''-terphenyl]-2,2''-dicarboxylic acid dimethyl ester